Bis(9,9-dimethyl-9H-fluoren-4-yl)methanone CC1(C2=CC=CC=C2C=2C(=CC=CC12)C(=O)C1=CC=CC=2C(C3=CC=CC=C3C12)(C)C)C